(Z)-non-2-en-1-yl 10-(2-hydroxyethyl)nonadecanoate OCCC(CCCCCCCCC(=O)OC\C=C/CCCCCC)CCCCCCCCC